FC1=C(C(=CC=C1)O)B(O)O (2-fluoro-6-hydroxyphenyl)boronic acid